OC(CCCCCCCCCC(=O)O)CCCCCCCC 11-Hydroxy-nonadecanoic acid